3-[5-(4-Hydroxybut-1-ynyl)-3-methyl-2-oxo-benzimidazol-1-yl]piperidine-2,6-dione OCCC#CC1=CC2=C(N(C(N2C)=O)C2C(NC(CC2)=O)=O)C=C1